N-(5-(2-((1S,4R)-2-azabicyclo[2.2.1]heptan-2-yl)acetamido)-2-methylpyridin-3-yl)-6-(1-(3-(dimethylamino)propyl)-1H-pyrazol-4-yl)pyrazolo[1,5-a]pyrazine-3-carboxamide [C@H]12N(C[C@H](CC1)C2)CC(=O)NC=2C=C(C(=NC2)C)NC(=O)C=2C=NN1C2C=NC(=C1)C=1C=NN(C1)CCCN(C)C